COCC(C)SC(CC=O)CCC 3-(2-Methoxy-1-methylethyl)sulfanylhexanal